BrC1=CC=C(C=C1)SCC[C@@]12CC(C[C@H]1[C@@H]1CC=C3C[C@H](CC[C@]3(C)[C@H]1CC2)O)=O (4-bromophenylthiomethyl)-16-oxo-androsta-5-en-3beta-ol